ClC1=C(C=C(OCC(=O)NC23CC(C(CC2)(CC3)C(=O)NC3=NC=C(C=C3)C(F)(F)F)O)C=C1)F 4-[2-(4-chloro-3-fluorophenoxy)acetamido]-2-hydroxy-N-[5-(trifluoromethyl)pyridin-2-yl]bicyclo[2.2.2]octane-1-carboxamide